C1(CCCC1)CCCC1=CC2=C(S1)C1=CC=3C=CC4=C(SC=C4)C3C=C1C=C2 2-(3-cyclopentylpropyl)anthra[1,2-b:5,6-b']dithiophene